1-(6-bromopyridine-2-yl)-3-(ethoxycarbonyl)thiourea BrC1=CC=CC(=N1)NC(=S)NC(=O)OCC